tert-butyl 4-[8-methyl-2-[4-(4-methylpiperazin-1-yl)anilino]-7-oxo-pyrido[2,3-d]pyrimidin-6-yl]-3-oxo-piperazine-1-carboxylate CN1C(C(=CC2=C1N=C(N=C2)NC2=CC=C(C=C2)N2CCN(CC2)C)N2C(CN(CC2)C(=O)OC(C)(C)C)=O)=O